COC1=NC=CC=C1C1=CCC(CCN1C=O)(C)C (+-)-7-(2-methoxy-3-pyridinyl)-4,4-dimethyl-3,5-dihydro-2H-azepine-1-carbaldehyde